N-((1r,4r)-4-((5-(imidazo[1,2-b]pyridazin-6-yl)-7H-pyrrolo[2,3-d]pyrimidin-2-yl)amino)cyclohexyl)acetamide N=1C=CN2N=C(C=CC21)C2=CNC=1N=C(N=CC12)NC1CCC(CC1)NC(C)=O